5-[6-chloro-3-[1-[2-(4,4-dimethyl-1-piperidyl)-3-methyl-4-oxo-6-(trifluoromethyl)chromen-8-yl]ethylamino]-2-pyridyl]-2-(4,4,5,5-tetramethyl-1,3,2-dioxaborolan-2-yl)benzaldehyde ClC1=CC=C(C(=N1)C=1C=CC(=C(C=O)C1)B1OC(C(O1)(C)C)(C)C)NC(C)C=1C=C(C=C2C(C(=C(OC12)N1CCC(CC1)(C)C)C)=O)C(F)(F)F